4-Cyclopropoxy-2-[(1S,4S,5R)-5-{[4-cyclopropyl-1-(2,6-dichlorophenyl)-1H-pyrazol-5-yl]methoxy}-2-azabicyclo[2.2.1]heptan-2-yl]-1,3-benzothiazole-6-carboxylic acid C1(CC1)OC1=CC(=CC2=C1N=C(S2)N2[C@@H]1C[C@H]([C@H](C2)C1)OCC1=C(C=NN1C1=C(C=CC=C1Cl)Cl)C1CC1)C(=O)O